ClC1=CC(=C(N[C@H]2[C@H](CN(CC2)C(=O)OC(C)(C)C)C)C=C1)F tert-Butyl (3S,4R)-4-(4-chloro-2-fluoro-anilino)-3-methyl-piperidine-1-carboxylate